FC(C=1C=C(C=CC1F)C=1C=C2C(=NC1)C=NN2CC(=O)N2CC(C2)S(=O)(=O)C)F 2-[6-[3-(Difluoromethyl)-4-fluoro-phenyl]pyrazolo[4,3-b]pyridin-1-yl]-1-(3-methylsulfonylazetidin-1-yl)ethanone